4,5-dihydro-oxazol O1C=NCC1